di-sodium oxalate C(C(=O)[O-])(=O)[O-].[Na+].[Na+]